OCC=1COCCC1 3-(hydroxymethyl)-5,6-dihydropyran